[C].[Fe].[Ni] nickel-iron carbon